C(C)SC=1C(=NN(C1C(=O)O)C)C1=NC2=C(C=NC(=C2)C(F)(F)F)N1C 4-(ethylthio)-1-methyl-3-(3-methyl-6-(trifluoromethyl)-3H-imidazo[4,5-c]pyridin-2-yl)-1H-pyrazole-5-carboxylic acid